ClC=1C=C(C=CC1F)NC(=O)C1CC(NS(N1C)(=O)=O)C=1C=C(C=CC1)C1=CC(=CC=C1)C(=O)OC methyl 3'-(5-((3-chloro-4-fluorophenyl)carbamoyl)-6-methyl-1,1-dioxido-1,2,6-thiadiazinan-3-yl)-[1,1'-biphenyl]-3-carboxylate